1-ethoxy-3-methyl-1-oxobut-3-en-2-yl 5-[2-chloro-4-(trifluoromethyl)phenoxy]-2-nitrobenzoate ClC1=C(OC=2C=CC(=C(C(=O)OC(C(=O)OCC)C(=C)C)C2)[N+](=O)[O-])C=CC(=C1)C(F)(F)F